5-(2,6-dichloropyrimidin-4-yl)-4-methyloxazole ClC1=NC(=CC(=N1)C1=C(N=CO1)C)Cl